2-chloro-7-cyclopentyl-N,N-dimethyl-7H-pyrrolo-[2,3-d]pyrimidine-6-carboxamide ClC=1N=CC2=C(N1)N(C(=C2)C(=O)N(C)C)C2CCCC2